4-methylcyclopent-3-ene-1,2-diol CC1=CC(C(C1)O)O